1-methyl-4-(6-(methylamino)-5-(methylsulfonylamino)pyridin-2-yl)-1H-1,2,3-triazole-5-carboxylic acid CN1N=NC(=C1C(=O)O)C1=NC(=C(C=C1)NS(=O)(=O)C)NC